1-(oxan-4-yl)piperidin-4-one O1CCC(CC1)N1CCC(CC1)=O